tert-Butyl 3-(4-tert-butylsulfanyl-2-chloro-phenyl)azetidine-1-carboxylate C(C)(C)(C)SC1=CC(=C(C=C1)C1CN(C1)C(=O)OC(C)(C)C)Cl